N1(CCCCCC1)C=1C2=C(N=C(N1)OC[C@]13CCCN3C[C@@H](C1)F)C(=C(N=C2)C2=CC(=CC1=CC=C3C(=C21)CCC3)O)F 9-(4-(azepan-1-yl)-8-fluoro-2-(((2R,7aS)-2-fluorotetrahydro-1H-pyrrolizin-7a(5H)-yl)methoxy)pyrido[4,3-d]pyrimidin-7-yl)-2,3-dihydro-1H-cyclopenta[a]naphthalen-7-ol